1-(2-phenyloxazol-4-yl)ethan-1-one tert-butyl-(4S)-4-{2-[(tert-butyldimethylsilyl)oxy]ethyl}-2,2-dioxo-1,2lambda6,3-oxathiazolidine-3-carboxylate C(C)(C)(C)OC(=O)N1S(OC[C@@H]1CCO[Si](C)(C)C(C)(C)C)(=O)=O.C1(=CC=CC=C1)C=1OC=C(N1)C(C)=O